FC1(CC(C1)(N)C1=CN=NN1C)F 3,3-difluoro-1-(1-methyl-1H-1,2,3-triazol-5-yl)cyclobutan-1-amine